CC(C[C@@H](B1OC([C@@H]2CN(C[C@@H](C(O1)=O)N2C)C2=CC=CC=C2)=O)NC([C@H](CC2=CC=CC=C2)NC(=O)C2=NC=CN=C2)=O)C N-((S)-1-(((R)-3-methyl-1-((1S,7S)-11-methyl-2,6-dioxo-9-phenyl-3,5-dioxa-9,11-diaza-4-borabicyclo[5.3.1]undecan-4-yl)butyl)amino)-1-oxo-3-phenylpropan-2-yl)pyrazine-2-carboxamide